O[C@H]1C[C@H]2C[C@@H]([C@H]3[C@@H]4CC[C@H]([C@@H](CCC(=O)O)C)[C@]4(CC[C@@H]3[C@]2(CC1)C)C)NC(C1=CC=C(C=C1)Br)=O.C(CCC\C=C\CC)C1CCC(O1)=O 5-[(E)-oct-5-enyl]oxacyclopentane-2-one 3α-hydroxy-7β-(4-bromobenzamido)-5β-cholanoate